CN(C1C[C@H]2CC[C@@H](C1)N2C(=O)OC(C)(C)C)C=2N=NC(=CC2)C=2C=CC(=C1C=NNC21)C=2C=NN(C2)C2OCCCC2 tert-butyl (1R,3S,5S)-3-[methyl(6-[4-[1-(oxan-2-yl)pyrazol-4-yl]-1H-indazol-7-yl]pyridazin-3-yl)amino]-8-azabicyclo[3.2.1]octane-8-carboxylate